C(C)(C)(C)OC(NCC1=CC(=NN1C1SOC=C1)C(N(C)C)=O)=O ((3-(dimethylcarbamoyl)-1-(1,1-dioxathiol-3-yl)-1H-pyrazol-5-yl)methyl)carbamic acid tert-butyl ester